(3R,4S)-3-cyclopropyl-1-[6-[1-[(1RS)-2,2-difluorocyclopropyl]pyrazol-4-yl]pyrazolo[1,5-a]pyrazin-4-yl]-4-methyl-2-oxopyrrolidine-3-carbonitrile C1(CC1)[C@]1(C(N(C[C@H]1C)C=1C=2N(C=C(N1)C=1C=NN(C1)[C@H]1C(C1)(F)F)N=CC2)=O)C#N |&1:20|